lithium pentahydroxybenzoate OC1=C(C(=C(C(=C1C(=O)[O-])O)O)O)O.[Li+]